2-[3-(3-methoxyphenyl)pyrazol-1-yl]-4-morpholino-6-(2-pyridyl)furo[3,2-d]pyrimidine COC=1C=C(C=CC1)C1=NN(C=C1)C=1N=C(C2=C(N1)C=C(O2)C2=NC=CC=C2)N2CCOCC2